NC1=CC(=C2C[C@H](OC(C2=C1O)=O)C)C (R)-7-amino-8-hydroxy-3,5-dimethylisochroman-1-one